C(#N)C1=CC=C(C(=O)NC2CCC(CC2)NC2=CC(=NC3=CC=CC=C23)C(F)(F)F)C=C1 4-cyano-N-((1S,4S)-4-((2-(trifluoromethyl)quinolin-4-yl)amino)cyclohexyl)benzamide